N-(3-Cyano-4-fluorophenyl)-5-methyl-5,6,9,10-tetrahydro-4H-isoxazolo[3,4-c]pyrido[4',3':3,4]pyrazolo[1,5-a]azepine-11(12H)-carboxamide C(#N)C=1C=C(C=CC1F)NC(=O)N1CC=2C(=NN3C2C=2C(CC(C3)C)=CON2)CC1